N-(5-FORMYL-PYRIDIN-3-YL)-ACETAMIDE C(=O)C=1C=C(C=NC1)NC(C)=O